(S)-1-(2-(5-amino-3-(trifluoromethyl)pyridin-2-yl)-2H-1,2,3-triazol-4-yl)ethan-1-ol NC=1C=C(C(=NC1)N1N=CC(=N1)[C@H](C)O)C(F)(F)F